Hexenyl-3-Cis-Hexenoate ((Z)-hex-3-en-1-yl (Z)-hex-3-enoate) C(C\C=C/CC)C(C(=O)O)\C=C/CC.C(=CCCCC)OC(\C=C/CCC)=O